Cl[Zn]C=1N(C(=C(N1)C1=NC=2C(=NC=C(C2)C(F)(F)F)N1C)SCC)C Chloro{5-(ethylsulfanyl)-1-methyl-4-[3-methyl-6-(trifluoromethyl)-3H-imidazo[4,5-b]pyridin-2-yl]-1H-imidazol-2-yl}zinc